Methyldiphenyl-Phosphine CP(C1=CC=CC=C1)C1=CC=CC=C1